NC1=NC=CC=C1C1=NC=2C(=NC(=CC2)N2CCOCC2)N1C1=CC=C(CNC(C2=CC(=C(C=C2)O)C=O)=O)C=C1 N-(4-(2-(2-aminopyridin-3-yl)-5-morpholino-3H-imidazo[4,5-b]pyridin-3-yl)benzyl)-3-formyl-4-hydroxybenzamide